7-methoxy-9-{[1-(2-methoxyethyl)piperidin-4-yl]amino}-1H,2H,3H-cyclopenta[b]quinoline-6-carbonitrile COC1=CC=2C(=C3C(=NC2C=C1C#N)CCC3)NC3CCN(CC3)CCOC